FC(C1=CC(=C(OCC2=C(C=C(C=C2)C2C=3C(NC(C2)=O)=NNC3)OC)C=C1)C(F)(F)F)F 4-(4-{[4-(Difluoromethyl)-2-(trifluoromethyl)phenoxy]methyl}-3-methoxyphenyl)-2H,4H,5H,6H,7H-pyrazolo[3,4-b]pyridin-6-on